C(C)(C)(C)OC(=O)N1CC=2C=CC(=NC2CC1)NC(C1=CC=CC=C1)C1=CC=CC=C1 2-((benzhydryl)amino)-7,8-dihydro-1,6-naphthyridine-6(5H)-carboxylic acid tert-butyl ester